IC=1C(=NC(=NC1)N)N 5-iodopyrimidine-2,4-diamine